ClC1=NC=C(N=C1)I 2-chloro-5-iodo-pyrazine